C(CCCCCCCCCCCC)(=O)OCCCC(OC(NCCCN(CCCCN(C)C)C)=O)CCCOC(CCCCCCCCCCCC)=O [3-(dimethylamino) propyl]-11-methyl-6-oxo-4-{3-[(1-oxotridecyl) oxy] propyl}-7,11-diaza-5-oxadodec-1-yl tridecanoate